C(C1=CC=CC=C1)N(CC(=O)CCOC(C)(C)C)CC1=C(C(=O)[O-])C=C(C=C1F)F 2-((benzyl(2-(tert-butoxy)-Ethyl 2-oxoethyl)amino)methyl)-3,5-difluorobenzoate